BrC1=CC=C(C=C1)N1C(=NC2=CC=CC=C2C1=O)C 3-(4-bromophenyl)-2-methylquinazolin-4(3H)-one